CC=1OC2=C(N1)C(=CC(=C2)NC(=O)N2CCC=1C2=NC=CC1N1CCN(CC1)C(=O)OC(C)(C)C)C tert-butyl 4-(1-((2,4-dimethylbenzo[d]oxazol-6-yl)carbamoyl)-2,3-dihydro-1H-pyrrolo[2,3-b]pyridin-4-yl)piperazine-1-carboxylate